NCC(CC(=O)O)C1=CC=C(C=C1)Cl β-(Aminomethyl)-4-chlorobenzenepropanoic acid